6-(2-chloro-5-(isobutyrylaminomethyl)benzoylamino)-N-(3-(trifluoromethyl)phenyl)-1H-indole-2-carboxamide ClC1=C(C(=O)NC2=CC=C3C=C(NC3=C2)C(=O)NC2=CC(=CC=C2)C(F)(F)F)C=C(C=C1)CNC(C(C)C)=O